Beta-MercaptoEthylAmine SCCN